6-(4-chloro-3-isopropyl-3H-imidazo[4,5-c]pyridin-6-yl)-1'-(oxetan-3-yl)-1-((1s,3s)-3-(piperidin-1-yl)cyclobutyl)spiro[indoline-3,4'-piperidin]-2-one ClC1=NC(=CC2=C1N(C=N2)C(C)C)C2=CC=C1C(=C2)N(C(C12CCN(CC2)C2COC2)=O)C2CC(C2)N2CCCCC2